4-methyl-3-((4-methyl-1,4-diazepan-1-yl)sulfonyl)aniline CC1=C(C=C(N)C=C1)S(=O)(=O)N1CCN(CCC1)C